(S)-6-(6'-amino-2-fluoro-6-((3-methoxypyrrolidin-1-yl)methyl)-5-morpholino-[2,3'-bipyridin]-5'-yl)-7-fluoro-3,4-dihydroisoquinolin-1(2H)-one NC1=C(C=C(C=N1)[C@@]1(NC(=C(C=C1)N1CCOCC1)CN1CC(CC1)OC)F)C=1C=C2CCNC(C2=CC1F)=O